FC=1C=CC2=C(OC3=C2C=CC=C3)C1 3-Fluorodibenzo[b,d]furan